NC1=C(C=C(C=2C(C3=CC=CC=C3C(C12)=O)=O)N)S(=O)(=O)Cl 1,4-diaminoanthraquinone-2-sulfonyl chloride